C(CCCCCCCCCCC)(=O)N[C@@H](C)C(=O)O Nα-lauroyl-L-alanine